FC1=C(N)C=C(C=C1)OCCN1CCOCC1 2-fluoro-5-(2-morpholinoethoxy)aniline